ClC1=C(C=CC=C1)C=1N=C(SC1)NC(C1=NC=C(C=C1)N1CCCC1)=O N-(4-(2-chlorophenyl)thiazol-2-yl)-5-(pyrrolidin-1-yl)picolinamide